NCCC(=O)NC1=CC=2C(C=3N=C(N=CC3C2C=C1)C(F)(F)F)=O 3-Amino-N-(9-oxo-2-(trifluoromethyl)-9H-indeno[2,1-d]pyrimidin-7-yl)propionamide